ClC=1N(C(=NN1)C1=CC=CC(=N1)N)C(C)C 6-(5-chloro-4-isopropyl-4H-1,2,4-triazole-3-yl)pyridine-2-amine